ClC1=NC=C(C=C1)Cl 2,5-dichloro-pyridine